5-(2,4-dimethoxypyrimidin-5-yl)-7-(3,3-dimethylpyrrolidin-1-yl)pyrazolo[1,5-a]pyrimidine COC1=NC=C(C(=N1)OC)C1=NC=2N(C(=C1)N1CC(CC1)(C)C)N=CC2